BrC=1C(=C(C(=CC1)F)[C@H]([C@@H](C=1OC(NN1)=O)NS(=O)(=O)C=1C=CC(=C2C(CCOC12)(C)O)Cl)C)C N-((1s,2r)-2-(3-bromo-6-fluoro-2-methylphenyl)-1-(5-oxo-4,5-dihydro-1,3,4-oxadiazol-2-yl)propyl)-5-chloro-4-hydroxy-4-methylchroman-8-sulfonamide